bis(10-hydroxybenzo[h]quinolinate) beryllium [Be+2].OC1=CC=CC2=CC=C3C=CC(=NC3=C21)C(=O)[O-].OC2=CC=CC1=CC=C3C=CC(=NC3=C12)C(=O)[O-]